CN1C(N(C2=C1C(=CC=C2)C2COC1(CNC1)C2)C2C(NC(CC2)=O)=O)=O 3-[3-Methyl-4-(5-oxa-2-azaspiro[3.4]oct-7-yl)-2-oxo-benzoimidazol-1-yl]piperidine-2,6-dione